2-(4-(diphenylboranyl)phenyl)-4,4,5,5-tetramethylol-1,3,2-dioxaborolane C1(=CC=CC=C1)B(C1=CC=C(C=C1)B1OC(C(O1)(CO)CO)(CO)CO)C1=CC=CC=C1